ClC1=CC=C(C(=O)C2=CC(=C3N2C2=CC=C(C=C2C=C3)C)C(=O)OCC)C=C1 Ethyl 1-(4-chlorobenzoyl)-7-methylpyrrolo[1,2-a]quinoline-3-carboxylate